tert-butyl((E)-3-((2S*,4R*)-4-((4-aminophenyl)amino)-2-methyl-1-propionyl-1,2,3,4-tetrahydroquinolin-7-yl)allyl)carbamate C(C)(C)(C)OC(NC\C=C\C1=CC=C2[C@@H](C[C@@H](N(C2=C1)C(CC)=O)C)NC1=CC=C(C=C1)N)=O |o1:14,16|